N-(3-(3-bromo-2-methylphenoxy)propyl)acetamide tert-butyl-trans-3-(4-(6-aminopyridin-3-yl)-1H-1,2,3-triazol-1-yl)-4-(4-(trifluoromethyl)benzyloxy)pyrrolidine-1-carboxylate C(C)(C)(C)OC(=O)N1C[C@H]([C@@H](C1)OCC1=CC=C(C=C1)C(F)(F)F)N1N=NC(=C1)C=1C=NC(=CC1)N.BrC=1C(=C(OCCCNC(C)=O)C=CC1)C